3-(1-cyclobutyl-pyrrolidin-2-yl)acrylic acid C1(CCC1)N1C(CCC1)C=CC(=O)O